ClC=1C=C(C2=C(N1)N(N=C2I)COCC[Si](C)(C)C)C(=O)OCC ethyl 6-chloro-3-iodo-1-((2-(trimethylsilyl)ethoxy)methyl)-1H-pyrazolo[3,4-b]pyridine-4-carboxylate